FC1(CC2(CC(C2)NC2=NN3C(C=N2)=C(C=C3)C=3C=C2C(=NC3)N=C(N2C2CCOCC2)C)C1)F N-(6,6-difluorospiro[3.3]heptan-2-yl)-5-(2-methyl-1-(tetrahydro-2H-pyran-4-yl)-1H-imidazo[4,5-b]pyridin-6-yl)pyrrolo[2,1-f][1,2,4]triazin-2-amine